3-(diethylamino)-6-(4-methoxyphenyl)-5-methyl-2-phenylpyrazolo[1,5-a]pyrimidin-7(4H)-one C(C)N(C=1C(=NN2C1NC(=C(C2=O)C2=CC=C(C=C2)OC)C)C2=CC=CC=C2)CC